C(CCC)C(C(=O)O)(CCCC)CC.COC(COC(COC)C)C 2-methoxy-1-((1-methoxypropan-2-yl)oxy)propane butyl-ethylhexanoate